N(S(=O)(=O)C(F)(F)F)S(=O)(=O)C(F)(F)F.O=[N+]=O nitronium triflimide